C(C)(C)(C)C=1C=C(C=CC1)C(C)(C1=CC=C(C=C1)F)C1=CC(=CC=C1)C(C)(C)C bis(3-tert-butylphenyl)-4-fluorophenylethane